ClC1=CC(=NC2=C(C=C(C=C12)N1C[C@H](N([C@H](C1)C)C(=O)OC(C)(C)C)C)C)C1=CC2=CN(N=C2C(=C1OCOC)F)C tert-butyl (2R,6S)-4-{4-chloro-2-[7-fluoro-6-(methoxymethoxy)-2-methylindazol-5-yl]-8-methylquinolin-6-yl}-2,6-dimethylpiperazine-1-carboxylate